The molecule is a 1-(Z)-alk-1-enyl-2-acyl-sn-glycero-3-phosphate(2-) obtained by deprotonation of the phosphate OH groups of 1-[(1Z)-octadecenyl]-2-oleoyl-sn-glycero-3-phosphate; major species at pH 7.3. It is a conjugate base of a 1-[(1Z)-octadecenyl]-2-oleoyl-sn-glycero-3-phosphate. CCCCCCCCCCCCCCCC/C=C\\OC[C@H](COP(=O)([O-])[O-])OC(=O)CCCCCCC/C=C\\CCCCCCCC